O1C(C=CC=C1)C(=O)O 2H-Pyran-2-carboxylic acid